(3-(3,5-dimercaptobenzamido)propyl)dimethylammonium SC=1C=C(C(=O)NCCC[NH+](C)C)C=C(C1)S